C(C)(C)(C)OC(=O)N1[C@@H](CCC1)C=1C=C(C=C2CCN(CC12)C(=O)C=1C=NN(C1C)C1CC1)C=1C=C2C(=NC1)NC=C2C (S)-2-[2-(1-cyclopropyl-5-methyl-1H-pyrazole-4-carbonyl)-6-(3-methyl-1H-pyrrolo[2,3-b]pyridin-5-yl)-1,2,3,4-tetrahydroisoquinolin-8-yl]pyrrolidine-1-carboxylic acid tert-butyl ester